4-((3-bromobenzyl)(m-tolyl)amino)-1-(3-(4-chloro-3,5-dimethylphenoxy)propyl)-1H-pyrrole-2-carboxylic acid BrC=1C=C(CN(C=2C=C(N(C2)CCCOC2=CC(=C(C(=C2)C)Cl)C)C(=O)O)C=2C=C(C=CC2)C)C=CC1